ClC1=NC=C(C(=C1)C1=C(C=NC(=C1)C)C(=O)NC=1SC(=NN1)OCC12CC(C1)(C2)C(C)(C)F)OC 2'-chloro-N-(5-((3-(2-fluoroprop-2-yl)bicyclo(1.1.1)pentan-1-yl)methoxy)-1,3,4-thiadiazol-2-yl)-5'-methoxy-6-methyl-(4,4'-bipyridine)-3-carboxamide